ClC1=CC(=C2C=NNC2=C1)C1(C[C@H]2C([C@H]2C1)NC(C1=CC(=CC=C1)C1CC1)=O)O N-((1R,3r,5S,6r)-3-(6-chloro-1H-indazol-4-yl)-3-hydroxybicyclo[3.1.0]hexan-6-yl)-3-cyclopropylbenzamide